methyl (R)-2-(3-((6-(((S)-1-(4-(tert-butyl)phenyl)ethyl)carbamoyl)-1-isobutyl-2-methyl-1H-indol-3-yl)methyl)-5-chlorophenoxy)propanoate C(C)(C)(C)C1=CC=C(C=C1)[C@H](C)NC(=O)C1=CC=C2C(=C(N(C2=C1)CC(C)C)C)CC=1C=C(O[C@@H](C(=O)OC)C)C=C(C1)Cl